(methylamino)-2-oxo-2H-pyran CNC=1C(OC=CC1)=O